FC1=C(C(=O)N([C@H]2CNCCC2)C2=NC=CC3=C2C=C(S3)C=3SC(=CC3)CO)C=CC(=C1)C=1N=NN(C1)C (R)-2-fluoro-N-(2-(5-(hydroxymethyl)thiophen-2-yl)thieno[3,2-c]pyridin-4-yl)-4-(1-methyl-1H-1,2,3-triazol-4-yl)-N-(piperidin-3-yl)benzamide